NC1=NC=CC=C1C1=NC=2C(=NC(=CC2)C2=CC=CC=C2)N1C=1C=CC(=NC1)NC1CC(CC1)C(=O)OC methyl 3-((5-(2-(2-aminopyridin-3-yl)-5-phenyl-3H-imidazo[4,5-b]pyridin-3-yl)pyridin-2-yl)amino)cyclopentane-1-carboxylate